5',6'-bis(dibenzo[b,d]thiophen-1-yl)-4,4''-bis(3-methyl-9H-carbazol-9-yl)-3'-(pyridin-4-yl)-[1,1':4',1''-terphenyl]-2'-carbonitrile C1(=CC=CC=2SC3=C(C21)C=CC=C3)C3=C(C(=C(C(=C3C3=CC=CC=2SC1=C(C23)C=CC=C1)C1=CC=C(C=C1)N1C2=CC=CC=C2C=2C=C(C=CC12)C)C#N)C1=CC=NC=C1)C1=CC=C(C=C1)N1C2=CC=CC=C2C=2C=C(C=CC12)C